5-(2-(2-(3,4-dichlorophenyl)acetamido)ethyl)-N-hydroxyisoxazole-3-carboxamide ClC=1C=C(C=CC1Cl)CC(=O)NCCC1=CC(=NO1)C(=O)NO